(Z)-2-azido-3-[2-(2-methoxyethoxy)thiazol-5-yl]prop-2-enoic acid ethyl ester C(C)OC(/C(=C/C1=CN=C(S1)OCCOC)/N=[N+]=[N-])=O